5-benzyl-N-((1aS,2S,8bR)-7-cyano-4-methyl-3-oxo-1,1a,2,3,4,8b-hexahydrocyclopropa[d]pyrido[2,3-b]azepin-2-yl)-4H-1,2,4-triazole-3-carboxamide C(C1=CC=CC=C1)C=1NC(=NN1)C(=O)N[C@H]1[C@@H]2[C@H](C3=C(N(C1=O)C)N=CC(=C3)C#N)C2